m-((8-chlorooctyl)sulfonamido)-L-phenylalanine ClCCCCCCCCS(=O)(=O)NC=1C=C(C[C@H](N)C(=O)O)C=CC1